NC([C@H](C[C@H]1C(NCC1)=O)NC(=O)[C@@H]1[C@H]2C([C@H]2CN1C([C@@H](NC(C(C)C)=O)C1CC1)=O)(C)C)=O (1R,2S,5S)-N-((S)-1-amino-1-oxo-3-((S)-2-oxopyrrolidin-3-yl)propan-2-yl)-3-((S)-2-cyclopropyl-2-isobutyramidoacetyl)-6,6-dimethyl-3-azabicyclo[3.1.0]hexane-2-carboxamide